(Z)-5-((3-(3,5-bis(trifluoromethyl)phenyl)-1H-1,2,4-triazol-1-yl)methylene)-3-(4-Methoxybenzyl)imidazoline-2,4-dione FC(C=1C=C(C=C(C1)C(F)(F)F)C1=NN(C=N1)\C=C/1\C(N(C(N1)=O)CC1=CC=C(C=C1)OC)=O)(F)F